O1CCC(CC1)NC(=O)C1CC12CCNCC2 N-(tetrahydro-2H-pyran-4-yl)-6-azaspiro[2.5]octane-1-carboxamide